C(#N)C=1C=NN2C1C(=CC(=C2)C=2C=NN(C2)[C@@H]2CN(CC2)C(=O)C2=CC=C(C=C2)NC(C=C)=O)OC (S)-N-(4-(3-(4-(3-cyano-4-methoxypyrazolo[1,5-a]pyridin-6-yl)-1H-pyrazol-1-yl)pyrrolidine-1-carbonyl)phenyl)acrylamide